C(C)(C)N(CCS(=O)(=O)C=1C=C2C(C3=C(C4=C(O3)C=CC=C4)C(C2=CC1)=O)(C)C)C(C)C 8-(2-Diisopropylamino-ethanesulfonyl)-6,6-dimethyl-6H-benzo[b]naphtho[2,3-d]furan-11-one